(2S,3S,4R,5R)-5-(2-(5-chloropyridin-3-yl)-6-(methylamino)-9H-purin-9-yl)-3,4-dihydroxyl-N-isopropyltetrahydrofuran-2-formamide ClC=1C=C(C=NC1)C1=NC(=C2N=CN(C2=N1)[C@H]1[C@@H]([C@@H]([C@H](O1)C(=O)NC(C)C)O)O)NC